C(C)(C)(C)C=1C=C(CCCP([O-])([O-])=O)C=C(C1O)C(C)(C)C.[Ca+2] calcium (3,5-di-tert-butyl-4-hydroxybenzylmonoethyl phosphonate)